ClC=1C=C(C=CC1C([2H])([2H])[2H])C1=NC=C(C=C1)C([2H])([2H])[2H] 2-(3-chloro-4-(methyl-d3)phenyl)-5-(methyl-d3)pyridine